ethyl 3-((6-methoxy-4-methylpyridine-3-yl)amino)-3-oxopropanoate COC1=CC(=C(C=N1)NC(CC(=O)OCC)=O)C